(3r,4s)-N-(benzo[d]thiazol-5-yl)-1-((3,3-dimethyl-2,3-dihydrobenzofuran-5-yl)sulfonyl)-4-methylpyrrolidine-3-carboxamide S1C=NC2=C1C=CC(=C2)NC(=O)[C@H]2CN(C[C@H]2C)S(=O)(=O)C=2C=CC1=C(C(CO1)(C)C)C2